7-((1,4-Dioxaspiro[4.5]decan-8-yl)amino)-5-fluoro-2-(((tetrahydro-2H-pyran-4-yl)thio)methyl)quinazolin-4(3H)-one O1CCOC12CCC(CC2)NC2=CC(=C1C(NC(=NC1=C2)CSC2CCOCC2)=O)F